N-(1-(2-Acetamidoethyl)-2-tert-butyl-6-fluoro-1H-indol-5-yl)-1-(2,2-difluorobenzo[d][1,3]dioxol-5-yl)cyclopropanecarboxamide C(C)(=O)NCCN1C(=CC2=CC(=C(C=C12)F)NC(=O)C1(CC1)C1=CC2=C(OC(O2)(F)F)C=C1)C(C)(C)C